N,N-dibenzyl-2,3-difluoro-6-nitroaniline C(C1=CC=CC=C1)N(C1=C(C(=CC=C1[N+](=O)[O-])F)F)CC1=CC=CC=C1